C1=CC=CC=CC=C1 1,3,5,7-Cyclooctatetraene